1-(4-fluorobenzyl)-4-hydroxy-N-((1r,4r)-1-(hydroxymethyl)-4-methylcyclohexyl)-2-oxo-1,2-dihydro-1,8-naphthyridine-3-carboxamide FC1=CC=C(CN2C(C(=C(C3=CC=CN=C23)O)C(=O)NC2(CCC(CC2)C)CO)=O)C=C1